C[C@@H]1C=C(C[C@@H](O1)C(=O)OCC)OS(=O)(=O)C(F)(F)F |r| ethyl rac-(2R,6R)-6-methyl-4-(((trifluoromethyl)sulfonyl)oxy)-3,6-dihydro-2H-pyran-2-carboxylate